O=C1OC2=CC(=CC=C2C(=C1)C1=C(C=CC=C1)C)C=O 2-oxo-4-(o-tolyl)-2H-chromene-7-carbaldehyde